2-(iodomethyl)-2-((2-nitro-1H-imidazol-1-yl)methyl)propane ICC(C)(C)CN1C(=NC=C1)[N+](=O)[O-]